(1S,4S)-4-((4-iodo-6-morpholinopyridin-2-yl)amino)-1-methylcyclohexan-1-ol IC1=CC(=NC(=C1)N1CCOCC1)NC1CCC(CC1)(O)C